4-(2-(6-Fluoropyridin-3-yloxy)phenyl)-6-methyl-1-tosyl-1H-pyrrolo[2,3-c]pyridin-7(6H)-one FC1=CC=C(C=N1)OC1=C(C=CC=C1)C=1C2=C(C(N(C1)C)=O)N(C=C2)S(=O)(=O)C2=CC=C(C)C=C2